(2R,6S)-4-(3-((5-chloro-4-(6-methyl-1H-indole-3-yl)pyrimidine-2-yl)amino)-5-cyclopropylbenzyl)-2,6-dimethylpiperazine-1-ol ClC=1C(=NC(=NC1)NC=1C=C(CN2C[C@H](N([C@H](C2)C)O)C)C=C(C1)C1CC1)C1=CNC2=CC(=CC=C12)C